tert-butyl-6-(methylene)-1,4-oxazepine C(C)(C)(C)C=1OCC(C=NC1)=C